chloro(p-isopropyltoluene) ruthenium [Ru].ClCC1=CC=C(C=C1)C(C)C